6-[(3S)-3-(morpholin-4-ylmethyl)-1,2,3,4-tetrahydroisoquinoline-2-carbonyl]-2,3-dihydro-1H-isoindole-2-carboxylic acid amide hydrochloride Cl.N1(CCOCC1)C[C@H]1N(CC2=CC=CC=C2C1)C(=O)C1=CC=C2CN(CC2=C1)C(=O)N